[Ni](Cl)Cl.COCCOC 1,2-dimethoxyethane nickel chloride